CN(C1=C(C(=CC(=C1)OC)C)C(=O)OC)C methyl 3-(dimethylamino)-5-methoxy-2-toluate